FC(C=1C=NC(=NC1)N1CC=2N(CC1)N=C(C2)COC[C@H](C)N)(F)F (S)-1-((5-(5-(trifluoromethyl)pyrimidin-2-yl)-4,5,6,7-tetrahydropyrazolo[1,5-a]pyrazin-2-yl)methoxy)propan-2-amine